(E)-1-(6,8-trans-dimethyl-4-((3-methyl-4-((6-methylpyridin-3-yl)oxy)phenyl)amino)-5,8-dihydropyrido[4',3':4,5]thieno[2,3-d]pyrimidin-7(6H)-yl)-4-(dimethylamino)but-2-en-1-one C[C@@H]1CC2=C(SC=3N=CN=C(C32)NC3=CC(=C(C=C3)OC=3C=NC(=CC3)C)C)[C@H](N1C(\C=C\CN(C)C)=O)C